(R)-N-(3-chloro-1H-pyrazol-5-yl)-4-(3-methylmorpholino)-6-(1-(methylsulfonyl)cyclopropyl)pyrimidin-2-amine ClC1=NNC(=C1)NC1=NC(=CC(=N1)N1[C@@H](COCC1)C)C1(CC1)S(=O)(=O)C